Diethyl thiophosphite P(SCC)(OCC)[O-]